2-[[1-[(3R)-1-[2-(4-Aminophenyl)acetyl]pyrrolidin-3-yl]pyrazol-3-yl]amino]-N-(3-hydroxy-2,6-dimethyl-phenyl)thiazole-5-carboxamide NC1=CC=C(C=C1)CC(=O)N1C[C@@H](CC1)N1N=C(C=C1)NC=1SC(=CN1)C(=O)NC1=C(C(=CC=C1C)O)C